BrC1=NC=CC=C1OCC(=O)C1=CC=C(C=C1)Cl 2-((2-bromopyridin-3-yl)oxy)-1-(4-chlorophenyl)ethan-1-one